[Au].[Pd].[Ti] titanium-palladium-gold